(5-(2-(2,6-dioxopiperidin-3-yl)-1-oxoisoindolin-4-yl)pent-4-yn-1-yl)benzamide O=C1NC(CCC1N1C(C2=CC=CC(=C2C1)C#CCCCC1=C(C(=O)N)C=CC=C1)=O)=O